ClC=1N=C(SC1C=1C(=NN2C1N=C(C=C2C(CC)CC)C)C)N2CCOCC2 (4-chloro-2-(morpholin-4-yl)thiazol-5-yl)-7-(1-ethylpropyl)-2,5-dimethylpyrazolo(1,5-a)pyrimidine